Benzyl ((S)-(4,4-difluorocyclohexyl)(5-(((S)-2-oxo-4-(trifluoromethyl)imidazolidin-1-yl)methyl)benzo[d]oxazol-2-yl)methyl)carbamate FC1(CCC(CC1)[C@@H](C=1OC2=C(N1)C=C(C=C2)CN2C(N[C@@H](C2)C(F)(F)F)=O)NC(OCC2=CC=CC=C2)=O)F